ethyl 1-(tert-butyl)-3-formyl-1H-pyrazole-4-carboxylate C(C)(C)(C)N1N=C(C(=C1)C(=O)OCC)C=O